5-isobutyl-1-oxo-2,5-diazaspiro[3.4]octane-6-carboxylic Acid C(C(C)C)N1C2(CNC2=O)CCC1C(=O)O